N-[(3R,4R)-4-[4-(2-fluoro-6-hydroxy-3-methoxybenzoyl)benzamido]pyrrolidin-3-yl]-1H-indazole-6-carboxamide FC1=C(C(=O)C2=CC=C(C(=O)N[C@H]3[C@@H](CNC3)NC(=O)C3=CC=C4C=NNC4=C3)C=C2)C(=CC=C1OC)O